FC(OC=1C=C(C=CC1)C1=NC2=C(N1)C=C(C=C2C)C2CCN(CC2)C2CCN(CC2)CC(C)C)F 2-(3-(difluoromethoxy)phenyl)-6-(1'-isobutyl-[1,4'-bipiperidin]-4-yl)-4-methyl-1H-benzo[d]imidazole